2-[[1-[4-[(5-cyclopropyl-1H-pyrazol-3-yl)amino]pyrimidin-2-yl]-5,5-difluoro-3-piperidinyl]methyl]isoindoline-1,3-dione C1(CC1)C1=CC(=NN1)NC1=NC(=NC=C1)N1CC(CC(C1)(F)F)CN1C(C2=CC=CC=C2C1=O)=O